N-[(1S)-2-[[(1S)-2-amino-2-oxo-1-[[(3S)-2-oxo-3-piperidyl]methyl]ethyl]amino]-1-(cyclopropylmethyl)-2-oxo-ethyl]-7-chloro-4-methoxy-1H-indole-2-carboxamide NC([C@H](C[C@H]1C(NCCC1)=O)NC([C@H](CC1CC1)NC(=O)C=1NC2=C(C=CC(=C2C1)OC)Cl)=O)=O